(2,5-dimethylphenyl)-8-methoxy-2-oxo-1-aza-spiro[4.5]dec-3-en-4-ol CC1=C(C=C(C=C1)C)N1C(C=C(C12CCC(CC2)OC)O)=O